ClC1=CC=C(C=N1)CN1C=CC=C2C1=NC(N(C2=O)CCOC)=O 8-((6-chloropyridin-3-yl)methyl)-3-(2-methoxyethyl)pyrido[2,3-d]pyrimidine-2,4(3h,8h)-dione